ClC1=CC=C(C=C1)C1=CC=C(O1)C(=O)Cl 5-(4-chlorophenyl)-2-furoyl chloride